CC(C)(C)[S@@](=O)/N=C/C1CC(C1)CC(F)(F)F (R,E)-2-methyl-N-((3-(2,2,2-trifluoroethyl)cyclobutyl)methylene)propane-2-sulfinamide